FC1=C(C=CC(=C1)F)CC(=O)N1CCN(CC1)C1=NC=C(C=C1)O 2-(2,4-Difluorophenyl)-1-[4-(5-hydroxypyridine-2-yl)-piperazin-1-yl]-ethanone